ClC=1C=C(C=CC1Cl)NC=1C=C2C=3C=CC=C(C3NC2=CC1)NCCNC(=N)N 1-(2-(6-(3,4-Dichlorophenylamino)-9H-carbazol-1-ylamino)ethyl)guanidine